N-([1,1'-biphenyl]-3-yl)-7-tert-butyldibenzo[b,d]furan-2-amine C1(=CC(=CC=C1)NC1=CC2=C(OC3=C2C=CC(=C3)C(C)(C)C)C=C1)C1=CC=CC=C1